isoleucyl alcohol N[C@@H]([C@@H](C)CC)C(=O)O